O1CCN(CC1)C=1C2=C(N=C(N1)N1N=C(C=C1)C=1C=C(C=CC1)C)C=C(O2)C2=CC=NC=C2 4-morpholino-6-(pyridin-4-yl)-2-(3-(m-tolyl)-1H-pyrazol-1-yl)furo[3,2-d]pyrimidine